C(=O)(O)C1=CC=C(C=C1)C(C)(CC)C1=CC=C(C=C1)C(=O)O 2,2-bis(4-carboxyphenyl)butane